C(C)(C)(C)OC(NC(C)CCCCCCCNCCC(C)NC(=O)OC(C)(C)C)=O (9-((3-((tert-Butoxycarbonyl)amino)butyl)amino)non-2-yl)carbamic acid tert-butyl ester